dimethylamino alcohol-2-hydroxy-1-propanesulfonic acid salt OC(CS(=O)(=O)O)C.CN(C)O